(E) or (Z)-1-butyl-4-(methoxyimino)-3-ethyl-9-oxo-4,9-dihydro-1H-naphtho[2,3-d]imidazolium C(CCC)[NH+]1CN(C2=C1C(C1=CC=CC=C1C2=NOC)=O)CC